CN1C2(C3=CC=CC(=C3C1=O)OC1=NC(=NC=C1C(F)(F)F)NC1=CC=C(C(=O)NC3CCN(CC3)C)C=C1)CC2 4-((4-((2'-methyl-3'-oxospiro[cyclopropan-1,1'-isoindoline]-4'-yl)oxy)-5-(trifluoromethyl)pyrimidin-2-yl)amino)-N-(1-methylpiperidin-4-yl)benzamide